3-((3-Butyl-2-methyl-7-(methylthio)-1,1-dioxido-5-phenyl-2,3,4,5-tetrahydro-1,2,5-benzothiadiazepin-8-yl)oxy)-2-methoxy-2-methylpropanoic acid C(CCC)C1N(S(C2=C(N(C1)C1=CC=CC=C1)C=C(C(=C2)OCC(C(=O)O)(C)OC)SC)(=O)=O)C